N1=CC=C(C=C1)C=1OC(NN1)C1=CC=NC=C1 2,5-bis(4-pyridyl)-1,3,4-oxadiazoleN